2-Methyl-5-(1,1,2,2,2-pentafluoroethyl)pyridine-2,3-diamine CC1(NC=C(C=C1N)C(C(F)(F)F)(F)F)N